COC1=NN(C=2C3=C(C(C(C12)=O)=O)C=CC=C3)C3=CC=C(C=C3)C(F)(F)F 3-Methoxy-1-(4-(trifluoromethyl)phenyl)-1H-benzo[g]indazol-4,5-dion